Tribromoanisole COC1=C(C=C(C=C1Br)Br)Br